benzyl 4-(4-(ethoxycarbonyl)phenyl)-1,4-diazepane-1-carboxylate C(C)OC(=O)C1=CC=C(C=C1)N1CCN(CCC1)C(=O)OCC1=CC=CC=C1